FC=1C=2N(C=C(C1)NC(=O)C=1C=3N=CC=NC3C(=CC1)N1CC(NCC1)C)C=C(N2)C N-[8-fluoro-2-methylimidazo[1,2-a]pyridin-6-yl]-8-(3-methylpiperazin-1-yl)quinoxaline-5-carboxamide